FC1=C(C=CC(=C1)C(F)(F)F)N1C=2N(C[C@@H](C1)NC(C=C)=O)N=CC2 |o1:15| (R)- or (S)-N-(4-(2-fluoro-4-(trifluoromethyl)phenyl)-4,5,6,7-tetrahydropyrazolo[1,5-a]pyrimidin-6-yl)acrylamide